C(C1=CC=CC=C1)OC1=NC(=CC=C1C1=NC=C(C=C1)N1CCC(CC1)CN(C1CCC(CC1)NC(OC(C)(C)C)=O)C)OCC1=CC=CC=C1 tert-butyl ((1r,4r)-4-(((1-(2',6'-bis(benzyloxy)-[2,3'-bipyridin]-5-yl)piperidin-4-yl)methyl)(methyl)amino)cyclohexyl)carbamate